4-(1-(4-cyclopropylphenyl)azetidin-3-yl)-2,6-dimethylbenzaldehyde C1(CC1)C1=CC=C(C=C1)N1CC(C1)C1=CC(=C(C=O)C(=C1)C)C